N1(N=CC=C1)CC1=CC2=C(C(=NO2)NS(=O)(=O)C=2C(=CC=C3C2OCCC32CCC2)OC)C(=C1F)OC N-(6-((1H-pyrazol-1-yl)methyl)-5-fluoro-4-methoxybenzo[d]isoxazol-3-yl)-7-methoxyspiro[chroman-4,1'-cyclobutane]-8-sulfonamide